7-methyl-Guanosine 5'-Diphosphate P(O)(=O)(OP(=O)(O)O)OC[C@@H]1[C@H]([C@H]([C@@H](O1)N1C=[N+](C=2C(=O)NC(N)=NC12)C)O)O